N1N(N=CC=C1)NC(=C(C=1C(=CC=CC1)S(=O)(=O)O)NN1NC=CC=N1)C=1C(=CC=CC1)S(=O)(=O)O bis(triazin-2-ylamino)stilbene-2,2'-disulfonic acid